3-[4-(4-Aminopiperidin-1-yl)-7-chloro-3-(3,5-dimethylphenyl)cinnolin-6-yl]-2-hydroxybenzonitril NC1CCN(CC1)C1=C(N=NC2=CC(=C(C=C12)C=1C(=C(C#N)C=CC1)O)Cl)C1=CC(=CC(=C1)C)C